6-isopropyl-10-(methoxycarbonyl)-2-oxo-9-phenoxy-6,7-dihydro-2H-pyrido[2,1-a]isoquinoline-3-carboxylic acid C(C)(C)C1N2C(C3=CC(=C(C=C3C1)OC1=CC=CC=C1)C(=O)OC)=CC(C(=C2)C(=O)O)=O